C(CCCCC)C(COC(CCCCC(C)C1OC1)=O)CCCCCCCC 2-hexyldecyl-6-(oxiran-2-yl)heptanoate